CO[Si](C(C(=O)OCCCC)C)(OC)OC butyl α-trimethoxysilylpropionate